1-{(2S)-2-[({4-[3-(1-benzothiophen-6-yl)-1H-pyrrolo[3,2-b]pyridin-2-yl]pyridin-3-yl}oxy)methyl]pyrrolidin-1-yl}prop-2-en-1-one S1C=CC2=C1C=C(C=C2)C2=C(NC=1C2=NC=CC1)C1=C(C=NC=C1)OC[C@H]1N(CCC1)C(C=C)=O